2-(4-(4-((5-ethylimidazo[1,2-a]pyrazin-8-yl)amino)-1H-pyrazol-1-yl)piperidin-1-yl)acetaldehyde C(C)C1=CN=C(C=2N1C=CN2)NC=2C=NN(C2)C2CCN(CC2)CC=O